OCCC1CC12CCN(CC2)C(=O)OC(C)(C)C tert-butyl 2-(2-hydroxyethyl)-6-azaspiro[2.5]octane-6-carboxylate